7-(trifluoromethyl)-1,2,3,3a-tetrahydro-9H-benzo[e]pyrrolo[2,1-b][1,3]oxazin-9-one FC(C=1C=CC2=C(C(N3C(O2)CCC3)=O)C1)(F)F